CC1C(N(CC12CCN(CC2)C(=O)OC(C)(C)C)C2=NC=CC(=C2)C(F)(F)F)=O tert-butyl 4-methyl-3-oxo-2-(4-(trifluoromethyl)pyridin-2-yl)-2,8-diazaspiro[4.5]decane-8-carboxylate